N-((3,3-difluorocyclobutyl)methyl)-5-(2-(((1-fluorocyclopropyl)methyl)amino)-7H-pyrrolo[2,3-d]pyrimidin-5-yl)pyrazolo[1,5-a]pyridine-3-carboxamide FC1(CC(C1)CNC(=O)C=1C=NN2C1C=C(C=C2)C2=CNC=1N=C(N=CC12)NCC1(CC1)F)F